N-(4-(5-(difluoromethyl)-1,3,4-oxadiazol-2-yl)-2-fluorobenzyl)-N-(4-fluorophenyl)methanesulfonamide FC(C1=NN=C(O1)C1=CC(=C(CN(S(=O)(=O)C)C2=CC=C(C=C2)F)C=C1)F)F